N(=O)[O-].[Na+].BrC=1C(=CC=2C3=C(C(=NC2C1F)OC[C@H]1N(CCC1)C)N=NN3C3CCN(CC3)C(=O)OC(C)(C)C)Cl tert-Butyl (S)-4-(7-bromo-8-chloro-6-fluoro-4-((1-methylpyrrolidin-2-yl)methoxy)-1H-[1,2,3]triazolo[4,5-c]quinolin-1-yl)piperidine-1-carboxylate Sodium nitrite